O=C1NC(CCC1C=1C=CC(=NC1)N1CCN(CC1)CC1CCC(CC1)C=1SC2=C(N1)C=C(C(=C2)C(=O)NC=2C(N(C=CC2)C)=O)OC(C)C)=O 2-(4-((4-(5-(2,6-dioxopiperidin-3-yl)pyridin-2-yl)piperazin-1-yl)methyl)cyclohexyl)-5-isopropoxy-N-(1-methyl-2-oxo-1,2-dihydropyridin-3-yl)benzo[d]thiazole-6-carboxamide